6-(2,9-diazaspiro[5.5]undecan-9-yl)pyridine C1NCCCC12CCN(CC2)C2=CC=CC=N2